BrC1=CC=2C3=C(C=NC2C=C1)NC(N3C3=CC(=C(C=C3)N3CCC(CC3)CO)C(F)(F)F)=O 8-bromo-1-(4-(4-(hydroxymethyl)piperidin-1-yl)-3-(trifluoromethyl)phenyl)-1,3-dihydro-2H-imidazo[4,5-c]quinolin-2-one